NCCC(=O)N1C[C@@H]2C([C@@H]2C1)N(C)C=1N=NC(=CC1)C1=C(C=C(C=C1)C=1C=NNC1)O 3-amino-1-((1R,5S)-6-((6-(2-hydroxy-4-(1H-pyrazol-4-yl)phenyl)pyridazin-3-yl)(methyl)amino)-3-azabicyclo[3.1.0]hexan-3-yl)propan-1-one